C12CC(CC(CC1)O2)NC2=NC(=NC=C2C(=O)OCC)Cl Ethyl 4-((8-oxabicyclo[3.2.1]octan-3-yl) amino)-2-chloropyrimidine-5-carboxylate